C(C)(C)(C)OC(N[C@@H]1CC=C[C@H](C(NC=2C=NN(C2C=2C=CN=C1C2)C(F)F)=O)C)=O N-[(9R,13R)-3-(difluoromethyl)-9-methyl-8-oxo-3,4,7,15-tetraazatricyclo[12.3.1.02,6]Octadeca-1(18),2(6),4,10,14,16-hexaen-13-yl]Carbamic acid tert-butyl ester